FC1=C(C=CC(=C1)F)C1=C(C=C2C(=NC(N3C2=C1SC[C@@H]3CN3CCN(CC3)C3COC3)=O)N3[C@H](CNCC3)C)C(F)(F)F (3S)-10-(2,4-difluorophenyl)-7-((S)-2-methyl-piperazin-1-yl)-3-((4-(oxetan-3-yl)piperazin-1-yl)methyl)-9-(trifluoromethyl)-2H-[1,4]thiazino[2,3,4-ij]quinazolin-5(3H)-one